methyl (1R,2R)-2-(6-chloropyridin-2-yl)-1-(2-hydroxy-5-methylphenyl)cyclopropane-1-carboxylate ClC1=CC=CC(=N1)[C@H]1[C@@](C1)(C(=O)OC)C1=C(C=CC(=C1)C)O